CC1(CCC2(OCCO2)CC1)C(=O)O 8-methyl-1,4-dioxaspiro[4.5]decane-8-carboxylic acid